tin pyrimidine N1=CN=CC=C1.[Sn]